N1CCC(CCC1)CNC(OC(C)(C)C)=O tert-butyl (azepan-4-ylmethyl)carbamate